CC1=C(C=C(C=C1)NC(=O)[C@@H]1[C@@H](N(CCC1)C(C1=CC=C(C=C1)Cl)=O)C1=CC=C(C=C1)NC1CCCC1)C(F)(F)F (2R,3S)-1-(4-Chlorobenzoyl)-2-(4-Cyclopentylaminophenyl)piperidine-3-carboxylic acid (4-methyl-3-trifluoromethylphenyl)amide